F/C=C(\CNC(OC(C)(C)C)=O)/COC1=CC2=C(N=C(O2)C(C)CCC)C=C1 tert-butyl (E)-(3-fluoro-2-(((2-(pentan-2-yl)benzo[d]oxazol-6-yl)oxy)methyl)allyl)carbamate